COC=1C=C(C=C(C1OC)OC)C1=NN=C(O1)CN1CCC2(CC1)OC1=CC=CC=C1C(C2)=O ((5-(3,4,5-trimethoxyphenyl)-1,3,4-oxadiazol-2-yl)methyl)spiro-[chromane-2,4'-piperidin]-4-one